FC1=CC(=C(CSC2=NN=C3N2C(=CC=N3)CCC)C=C1)C 3-[(4-fluoro-2-methylbenzyl)sulfanyl]-5-propyl[1,2,4]triazolo[4,3-a]pyrimidin